ClC=1C(=CC=2C3C(N4C(C2C1)=CC(C(=C4)C(=O)O)=O)C(CC3)(C)C)OCCCOC 10-chloro-11-(3-methoxypropoxy)-3,3-dimethyl-7-oxo-1,2,3,3a,7,12b-hexahydrocyclopenta[c]pyrido[2,1-a]isoquinoline-6-carboxylic acid